t-butyl 2-((2S,5S)-2-(3,4-difluorophenyl)-5-methylpyrrolidin-1-yl)acetate FC=1C=C(C=CC1F)[C@H]1N([C@H](CC1)C)CC(=O)OC(C)(C)C